C1(=CC=C(C=C1)C1=NC(=NC(=N1)C1=CC=CC=C1)C1=CC(=CC=C1)B1OC(C(O1)(C)C)(C)C)C1=CC=CC=C1 2-([1,1'-biphenyl]-4-yl)-4-phenyl-6-[3-(4,4,5,5-tetramethyl-1,3,2-dioxaborolan-2-yl)phenyl]-1,3,5-triazine